(E)-ethyl 4-(4-(6-chloro-7-(2,4-difluorophenyl)quinazolin-4-yl)piperazin-1-yl)-4-oxobut-2-enoate ClC=1C=C2C(=NC=NC2=CC1C1=C(C=C(C=C1)F)F)N1CCN(CC1)C(/C=C/C(=O)OCC)=O